FC=1C=C(C=CC1OC1C2(CC2)CCC1)NC(=O)C=1N=C(OC1CC(F)(F)F)N1CCCC1 N-(3-fluoro-4-(spiro[2.4]heptan-4-yloxy)phenyl)-2-(pyrrolidin-1-yl)-5-(2,2,2-trifluoroethyl)oxazole-4-carboxamide